C(=O)(O)C1=C(C=CC=C1)C=1C2=CC=C(N2)C(=C2C=CC(C(=C3C=CC(=C(C=4C=CC1N4)C4=C(C=CC=C4)C(=O)O)N3)C3=C(C=CC=C3)C(=O)O)=N2)C2=C(C=CC=C2)C(=O)O 5,10,15,20-tetra(2-carboxyphenyl)porphyrin